2-(2,6-dioxopiperidin-3-yl)-4-(4-((4-(6-methylpyrazin-2-yl)piperazin-1-yl)methyl)benzylamino)isoindoline-1,3-dione O=C1NC(CCC1N1C(C2=CC=CC(=C2C1=O)NCC1=CC=C(C=C1)CN1CCN(CC1)C1=NC(=CN=C1)C)=O)=O